SC(=S)[O-] Mercapto-Thiocarboxylate